Tetraethyl-(aminomethylene)bis(phosphonate) C(C)OP(OCC)(=O)C(P(OCC)(OCC)=O)N